8-(3-ethoxypropyl)-7-oxo-2-((1,2,3,4-tetrahydroisoquinolin-6-yl)amino)-7,8-dihydropyrido[2,3-d]pyrimidine-6-carbonitrile C(C)OCCCN1C(C(=CC2=C1N=C(N=C2)NC=2C=C1CCNCC1=CC2)C#N)=O